tert-butyl (4-(2-amino-5-hydroxyphenyl) cyclohexyl)carbamate NC1=C(C=C(C=C1)O)C1CCC(CC1)NC(OC(C)(C)C)=O